(S)-1-(5'H,7'H-spiro[cyclopropane-1,4'-thieno[2,3-c]pyran]-7'-yl)-N-methylmethylamine S1C=CC2=C1[C@@H](OCC21CC1)CNC